3-(6-chloro-5-(4'-(dimethylcarbamoyl)-[1,1'-biphenyl]-4-yl)-1H-indazol-3-yl)propanoic acid ClC1=C(C=C2C(=NNC2=C1)CCC(=O)O)C1=CC=C(C=C1)C1=CC=C(C=C1)C(N(C)C)=O